(5-cyclopropyl-3-(dicyclohexylmethyl)isoxazol-4-yl)methanol C1(CC1)C1=C(C(=NO1)C(C1CCCCC1)C1CCCCC1)CO